8-bromo-N-(3,4-dichlorophenyl)-9H-carbazol-3-amine BrC=1C=CC=C2C=3C=C(C=CC3NC12)NC1=CC(=C(C=C1)Cl)Cl